6-amino-1-hydroxy-1,1-hexane-diphosphonic acid NCCCCCC(P(O)(=O)O)(P(O)(=O)O)O